methyl 4-((N-cyclopropyl-3-oxo-3,4-dihydro-2H-benzo[b][1,4]oxazine-7-carboxamido)methyl)-2-methoxybenzoate C1(CC1)N(C(=O)C=1C=CC2=C(OCC(N2)=O)C1)CC1=CC(=C(C(=O)OC)C=C1)OC